FC1=C(C=CC2=C1N=C(O2)[C@H]2N(CCC1=C2N=CN1)C(=O)C1=C(N=C(O1)C(C)(C)O)C(F)F)F (S)-(4-(4,5-difluorobenzo[d]oxazol-2-yl)-6,7-dihydro-1H-imidazo[4,5-c]pyridin-5(4H)-yl)(4-(difluoromethyl)-2-(2-hydroxypropan-2-yl)oxazol-5-yl)methanone